(1E,3E,5E,7E)-1,8-diphenylocta-1,3,5,7-tetraene C1(=CC=CC=C1)\C=C\C=C\C=C\C=C\C1=CC=CC=C1